[Na].C(CCCCCCC\C=C/CCCCCCCC)(=O)OC[C@@H](OC(CCCCCCC\C=C/CCCCCCCC)=O)COP(=O)(O)OCCN 1,2-dioleoyl-SN-glycero-3-phosphoethanolamine sodium salt